N-(3-fluoro-5-(3-(pyridin-4-yl)imidazo[1,2-b]pyridazin-6-yl)phenyl)acetamide FC=1C=C(C=C(C1)C=1C=CC=2N(N1)C(=CN2)C2=CC=NC=C2)NC(C)=O